5-chloro-3-ethyl-N-((8-methylimidazo[1,2-a]pyridin-2-yl)methyl)pyrazolo[1,5-a]pyrimidin-7-amine ClC1=NC=2N(C(=C1)NCC=1N=C3N(C=CC=C3C)C1)N=CC2CC